2-(4-methylpiperazin-1-yl)-5H-benzo[b]carbazole-6,11-dione CN1CCN(CC1)C=1C=C2C=3C(C4=C(C(C3NC2=CC1)=O)C=CC=C4)=O